1-(((1-((6-chloropyridin-3-yl)amino)isoquinolin-6-yl)oxy)methyl)cyclobutane-1-sulfonamide ClC1=CC=C(C=N1)NC1=NC=CC2=CC(=CC=C12)OCC1(CCC1)S(=O)(=O)N